C(C1=CC=C(C(=O)OCCO)C=C1)(=O)OCCO.C=C ethylene bis(2-hydroxyethyl) terephthalate